ClC1=CC2=C(N=CN(C2=O)CC2(CCN(CC2)C(=O)C2(CC2)C)O)N1C1=CC=C(C=C1)[C@H]1NCCOC1 (R)-6-chloro-3-((4-hydroxy-1-(1-methylcyclopropane-1-carbonyl)piperidin-4-yl)methyl)-7-(4-(morpholin-3-yl)phenyl)-3,7-dihydro-4H-pyrrolo[2,3-d]pyrimidin-4-one